OCCOCCOCCOCCNC(OCC=1C=C(C=CC1)C1=NC=CC(=N1)COC1=C(C=CC=C1)CCC(=O)O)=O 3-[2-({2-[3-(15-hydroxy-3-oxo-2,7,10,13-tetraoxa-4-azapentadec-1-yl)phenyl]pyrimidin-4-yl}methoxy)phenyl]propanoic acid